tert-butyl 4-((6-(4-cyanophenyl)-2,2-difluoro-7-azaspiro[3.5]nonan-7-yl)methyl)-5-cyclopropyl-7-methyl-1H-indole-1-carboxylate C(#N)C1=CC=C(C=C1)C1CC2(CC(C2)(F)F)CCN1CC1=C2C=CN(C2=C(C=C1C1CC1)C)C(=O)OC(C)(C)C